COC(=O)C1=NC=NN1 1,2,4-triazole-5-carboxylic acid methyl ester